2,2,4-Trimethyl-1,3-dihydroxypentan CC(CO)(C(C(C)C)O)C